N-(1-(4-methoxyphenyl)-2-oxo-2-((4-(trimethylsilyl)phenyl)amino)ethyl)-N-methyl-2-oxo-1,2,3,4-tetrahydroquinoline-6-carboxamide COC1=CC=C(C=C1)C(C(NC1=CC=C(C=C1)[Si](C)(C)C)=O)N(C(=O)C=1C=C2CCC(NC2=CC1)=O)C